N,N-dimethyl-2,4,5,6-tetrahydropyrrolo[3,4-c]pyrazole-3-carboxamide CN(C(=O)C1=C2C(=NN1)CNC2)C